tert-butyl 5-(2,5-dimethoxy-4-(trifluoromethyl) phenyl)-2-methylpiperidine-1-carboxylate COC1=C(C=C(C(=C1)C(F)(F)F)OC)C1CCC(N(C1)C(=O)OC(C)(C)C)C